CC1CC2N(C(C1)C2)C(=O)NC2=CC(=C(C=C2)C)C2=NN(N=C2)C trans-3-methyl-N-(4-methyl-3-(2-methyl-2H-1,2,3-triazol-4-yl)phenyl)-6-azabicyclo[3.1.1]heptane-6-carboxamide